N-(3,3-Difluorocyclobutyl)-N-((2S,4R)-2-(2,5-difluorophenyl)piperidin-4-yl)-2,2,2-trifluoroacetamide hydrochloride Cl.FC1(CC(C1)N(C(C(F)(F)F)=O)[C@H]1C[C@H](NCC1)C1=C(C=CC(=C1)F)F)F